2-[6-[3-(6-methyl-2-pyridyl)-1H-pyrazol-4-yl]-1,5-naphthyridin-3-yl]oxazole-4-carboxylic acid CC1=CC=CC(=N1)C1=NNC=C1C=1N=C2C=C(C=NC2=CC1)C=1OC=C(N1)C(=O)O